4-(2-(4-chloro-2-fluorophenyl)benzo[D][1,3]dioxol-4-yl)piperidine ClC1=CC(=C(C=C1)C1OC2=C(O1)C=CC=C2C2CCNCC2)F